7-Fluoro-4-methoxy-1-{2-[6-(2-oxo-2,3-dihydro-benzooxazol-6-yl)-pyrimidin-4-ylamino]-ethyl}-1H-indol-2-carbonitril FC=1C=CC(=C2C=C(N(C12)CCNC1=NC=NC(=C1)C1=CC2=C(NC(O2)=O)C=C1)C#N)OC